(S)-1'-(8-((3-chloro-2-(methylamino)pyridin-4-yl)thio)-7-methyl-2,3-dihydroimidazo[1,2-c]pyrimidin-5-yl)-5,7-dihydrospiro[cyclopenta[b]pyridine-6,4'-piperidine]-5-amine ClC=1C(=NC=CC1SC=1C=2N(C(=NC1C)N1CCC3(CC1)[C@@H](C=1C(=NC=CC1)C3)N)CCN2)NC